C(C(C)C)OC(C1=C(C=C(C=C1)N1C(N(C(C1(C)C)=O)C1=CC(=C(C=C1)C#N)C(F)(F)F)=S)F)=O 4-(3-(4-cyano-3-(trifluoromethyl)phenyl)-5,5-dimethyl-4-oxo-2-thioxoimidazolidin-1-yl)-2-fluorobenzoic acid isobutyl ester